1,2,5,6-Tetrahydrobenzaldehyde C(C1CC=CCC1)=O